(tridecyl) phosphite P(OCCCCCCCCCCCCC)([O-])[O-]